FC(C(=O)O)(F)C1=CC(=CC(=C1)C(F)(F)F)C(F)(F)F α,α-difluoro-3,5-bis(trifluoromethyl)-phenylacetic acid